tert-butyl(2-amino-5-(4-(methyl(3-(methylsulfonyl)propyl)amino)piperidin-1-yl)phenyl)carbamate C(C)(C)(C)OC(NC1=C(C=CC(=C1)N1CCC(CC1)N(CCCS(=O)(=O)C)C)N)=O